ClC1=CC=NC=2C=C3C(=CC12)O[C@@H](CNC3)CC (R)-10-chloro-2-ethyl-2,3,4,5-tetrahydro-[1,4]oxazepino[7,6-g]quinoline